2-methoxy-2-[3-(oxetan-3-yl)phenyl]Acetic acid COC(C(=O)O)C1=CC(=CC=C1)C1COC1